C[C@H]1CN(CC2=CC=C(C=C12)N1C(C2CNCCC2C1)=O)C1=C2C(=NC=C1)N(N=C2)C 2-[(4R)-4-methyl-2-(1-methylpyrazolo[3,4-b]pyridin-4-yl)-3,4-dihydro-1H-isoquinolin-6-yl]-3a,4,5,6,7,7a-hexahydro-1H-pyrrolo[3,4-c]pyridin-3-one